(E)-N-(4-(3-chloro-2-fluorophenyl)-4H-pyrido[2,3,4-de]quinazolin-7-yl)-4-(dimethylamino)but-2-enamide ClC=1C(=C(C=CC1)N1C=CC=2C=3C1=NC=NC3C=CC2NC(\C=C\CN(C)C)=O)F